5-(trifluoromethyl)pyrimidine-2-amine FC(C=1C=NC(=NC1)N)(F)F